bis(cyclopentadienyl)bis[2,6-difluoro-3-(N-hexylbenzoylamino)phenyl]titanium C1(C=CC=C1)[Ti](C1=C(C(=CC=C1F)N(CCCCCC)C(C1=CC=CC=C1)=O)F)(C1=C(C(=CC=C1F)N(CCCCCC)C(C1=CC=CC=C1)=O)F)C1C=CC=C1